rel-(S)-N-Methyl-1-(5-(thiazol-5-yl)isochroman-1-yl)methanamine hydrochloride salt Cl.CNC[C@H]1OCCC2=C(C=CC=C12)C1=CN=CS1 |o1:4|